N1=CC(=CC=C1)C=1C=C2CC(NC2=CC1)=O 5-(pyridin-3-yl)indolin-2-one